aspartyl-arginine N[C@@H](CC(=O)O)C(=O)N[C@@H](CCCNC(N)=N)C(=O)O